C(#N)C1(N(CCC2=CC=CC=C12)C)C=1C=C(C=CC1)C 1-cyano-2-methyl-1-(3-tolyl)-1,2,3,4-tetrahydroisoquinoline